lanthanum-manganese citric acid C(CC(O)(C(=O)O)CC(=O)O)(=O)O.[Mn].[La]